C(C)OC(C1=C(C=CC(=C1)F)C=1C=2N(C=C(C1)C1CN(C1)[C@H](C(C)C)CCC=O)C(=NC2)C)=O 5-Fluoro-2-(3-methyl-6-{1-[(3S)-2-methyl-6-oxohexan-3-yl]azetidin-3-yl}imidazo[1,5-a]pyridin-8-yl)benzoic acid ethyl ester